(3S)-7-((S)-4-acryloyl-2-methylpiperazin-1-yl)-9-chloro-3-((4-(2,2-difluoroethyl)piperazin-1-yl)methyl)-10-(2,4,5-trifluorophenyl)-2H-[1,4]thiazino[2,3,4-ij]quinazolin-5(3H)-one C(C=C)(=O)N1C[C@@H](N(CC1)C1=NC(N2C3=C(C(=C(C=C13)Cl)C1=C(C=C(C(=C1)F)F)F)SC[C@@H]2CN2CCN(CC2)CC(F)F)=O)C